2-(4,4-difluoropiperidin-1-yl)-4-methyl-5-(trifluoromethyl)nicotinic acid FC1(CCN(CC1)C1=C(C(=O)O)C(=C(C=N1)C(F)(F)F)C)F